Isopropyl 2-((5-acrylamido-2-methoxy-4-(9-methyl-3,9-diazaspiro[5.5]undecan-3-yl)phenyl)amino)-4-(1-methyl-1H-indol-3-yl)pyrimidine-5-carboxylate C(C=C)(=O)NC=1C(=CC(=C(C1)NC1=NC=C(C(=N1)C1=CN(C2=CC=CC=C12)C)C(=O)OC(C)C)OC)N1CCC2(CC1)CCN(CC2)C